N1=CC=CC=C1.[Cr+6] chromium (VI) pyridine